5-norbornanedimethanol ethyl-4-{[(1S)-2-hydroxy-1-phenylethyl]amino}-2-[(2-methyl-3-oxo-1,2,3,4-tetrahydroisoquinolin-7-yl)amino]pyrimidine-5-carboxylate C(C)C1=C(C(=NC(=N1)NC1=CC=C2CC(N(CC2=C1)C)=O)N[C@H](CO)C1=CC=CC=C1)C(=O)O.C12(CCC(C(C1)CO)C2)CO